C(C=C)(=O)NC1CCC(CC1)NC=1C=2N(N=CC1C(=O)N)C=CC2 4-((4-acrylamidocyclohexyl)amino)pyrrolo[1,2-b]pyridazine-3-carboxamide